2-(3-chlorobenzyl)-3-(2-fluorophenyl)-2,6-dihydropyrrolo[3,4-c]pyrazole-5(4H)-Carboxylic acid tert-butyl ester C(C)(C)(C)OC(=O)N1CC2=NN(C(=C2C1)C1=C(C=CC=C1)F)CC1=CC(=CC=C1)Cl